BrCC=1C(=NC=CC1Cl)Cl 3-(bromomethyl)-2,4-dichloropyridine